4'-((2,19-dioxo-22-(((2R,3R,4R,5R,6s)-3,4,5-trihydroxy-6-methyltetrahydro-2H-pyran-2-yl)oxy)-6,9,12,15-tetraoxa-3,18-diazadocosyl)oxy)-[1,1'-biphenyl]-3-carboxylic acid O=C(COC1=CC=C(C=C1)C1=CC(=CC=C1)C(=O)O)NCCOCCOCCOCCOCCNC(CCCO[C@@H]1O[C@H]([C@@H]([C@H]([C@H]1O)O)O)C)=O